(2,3,6-trichlorophenyl)boronic acid ClC1=C(C(=CC=C1Cl)Cl)B(O)O